4,5-epoxymorphinan C1=CC=C2C=3[C@@]45C(CCC[C@H]4[C@@H](CC13)NCC5)O2